FC(C=1C(=C(C=CC1)[C@@H](C)\N=C/1\C2=C(N(C(=N1)C)C)C=NC(=C2)C=2CCN(CC2)C(C)=O)F)F (R,Z)-1-(4-(4-((1-(3-(difluoromethyl)-2-fluorophenyl)ethyl)imino)-1,2-dimethyl-1,4-dihydropyrido[3,4-d]pyrimidin-6-yl)-3,6-dihydropyridin-1(2H)-yl)ethan-1-one